ClC=1C=NN(C(C1)=O)CC(=O)NC1=CC(=C(C=C1)C(F)(F)F)S(NCCC1=NC=CC=C1)(=O)=O 2-(4-chloro-6-oxo-pyridazin-1-yl)-N-[3-[2-(2-pyridyl)ethylsulfamoyl]-4-(trifluoromethyl)phenyl]acetamide